C1(CC1)C1=CC(=NC(=C1)OC)C1=CC=C(CNC(=O)[C@@H]2N([C@@H](CN(C2)[C@H](CCOC)C2=NC=CC(=C2F)C)C)C(C(C)C)=O)C=C1 (2R,6R)-N-(4-(4-cyclopropyl-6-methoxypyridin-2-yl)benzyl)-4-((R)-1-(3-fluoro-4-methylpyridin-2-yl)-3-methoxypropyl)-1-isobutyryl-6-methylpiperazine-2-carboxamide